C(C)(C)(C)OC(=O)NCC1=NOC(C1)(C(=O)OCC)CC1=C(C=CC=C1)F ethyl 3-(((tert-butoxycarbonyl)amino)methyl)-5-(2-fluorobenzyl)-4,5-dihydroisoxazole-5-carboxylate